N-(1,3-dioxoisoindolin-2-yl)-N-methyl-2-(trifluoromethyl)nicotinamide O=C1N(C(C2=CC=CC=C12)=O)N(C(C1=C(N=CC=C1)C(F)(F)F)=O)C